C(=C)(C)N1CNC2=C1C=CC=C2 1-isopropenyl-1,3-dihydro-2H-benzimidazole